N-(3-{4-methyl-6-[(1S)-1-(propane-1-sulfonamido)propyl]pyridin-3-yl}-1,6-naphthyridin-7-yl)cyclopropanecarboxamide CC1=C(C=NC(=C1)[C@H](CC)NS(=O)(=O)CCC)C=1C=NC2=CC(=NC=C2C1)NC(=O)C1CC1